N-((1-(4-(6-(Difluoromethyl)imidazo[1,2-b]pyridazin-3-yl)pyridin-2-yl)-4,4-difluoro-5-methylpiperidin-3-yl)methyl)methanesulfonamide FC(C=1C=CC=2N(N1)C(=CN2)C2=CC(=NC=C2)N2CC(C(C(C2)C)(F)F)CNS(=O)(=O)C)F